N[C@H](C(=O)N[C@H](C(=O)N1N[C@@H](CCC1)C(NN(C)C1=NC2=CC(=CC=C2C=C1)Br)=O)C)C(C)C (2S)-2-amino-N-[(1S)-2-[(3S)-3-[[(7-bromo-2-quinolinyl)-methyl-amino]carbamoyl]hexahydropyridazin-1-yl]-1-methyl-2-oxo-ethyl]-3-methyl-butanamide